N1CC(CCC1)C(=O)O 3-piperidinic acid